7-{[3-(piperazin-1-yl)propyl]oxy}quinazoline N1(CCNCC1)CCCOC1=CC=C2C=NC=NC2=C1